4-(2-tolyl)-3,6-dimethyl-1,2-phenylene dibenzoate C(C1=CC=CC=C1)(=O)OC1=C(C(=C(C=C1C)C1=C(C=CC=C1)C)C)OC(C1=CC=CC=C1)=O